methyl-N-(1-(2-(4-methylpiperazin-1-yl)ethyl)-3-(pyridin-2-yl)-1H-pyrazol-4-yl)-[2,3'-bipyridine]-6-carboxamide CC=1C(=NC(=CC1)C(=O)NC=1C(=NN(C1)CCN1CCN(CC1)C)C1=NC=CC=C1)C=1C=NC=CC1